IC1=CC=C2C=NN(C2=C1)CC(C)(O)C 1-(6-iodo-1H-indazol-1-yl)-2-methylpropan-2-ol